sodium manganese zinc [Zn].[Mn].[Na]